2-(dimethylamino)-1-(4-(3-isopropyl-2-(3-methylimidazo[1,2-a]pyridin-6-yl)-1H-indol-5-yl)piperidin-1-yl)ethan-1-one CN(CC(=O)N1CCC(CC1)C=1C=C2C(=C(NC2=CC1)C=1C=CC=2N(C1)C(=CN2)C)C(C)C)C